5-methyl-4,5,6,7-tetrahydro[1,3]thiazolo[5,4-c]pyridin-2-amine CN1CC2=C(CC1)N=C(S2)N